COCC(=O)N1CCN(CC1)CC1=CC(=NC=C1)NC=1SC2=NC(=CC=C2N1)C=1C=NNC1C 2-methoxy-1-(4-((2-((5-(5-methyl-1H-pyrazol-4-yl)thiazolo[5,4-b]-pyridin-2-yl)amino)-pyridin-4-yl)methyl)-piperazin-1-yl)ethanone